1-[5-chloro-2-(4-methylpiperazin-1-yl)pyrimidin-4-yl]-N-(2-{6-methylimidazo[1,2-a]pyridin-3-yl}propan-2-yl)azetidine-3-carboxamide ClC=1C(=NC(=NC1)N1CCN(CC1)C)N1CC(C1)C(=O)NC(C)(C)C1=CN=C2N1C=C(C=C2)C